[Fe].[Ti].S(O)(O)(=O)=O sulfuric acid titanium iron